C[C@@H]1CCCCC2=CNN=C2C2=NN=C(C=3C(=CC(=C(O1)N3)C(F)(F)F)N)O2 (15R)-15-methyl-18-(trifluoromethyl)-16,22-dioxa-3,4,7,8,21-pentaaza-tetracyclo[15.3.1.12,5.06,10]docosa-1(21),2,4,6,9,17,19-heptaen-20-amine